1-[2-(3-nitrophenyl)cyclobutyl]triazole [N+](=O)([O-])C=1C=C(C=CC1)C1C(CC1)N1N=NC=C1